(S)-1-chloro-1-oxopropan-2-yl acetate C(C)(=O)O[C@H](C(=O)Cl)C